6-amino-N-(3-(7-fluoro-5-oxo-1-thioxo-1,2-dihydro-[1,2,4]triazolo[4,3-a]quinazolin-4(5H)-yl)propyl)hexanamide NCCCCCC(=O)NCCCN1C=2N(C3=CC=C(C=C3C1=O)F)C(NN2)=S